para-cymene oxide C12(C(C=C(C=C1)C)O2)C(C)C